Cl[Pd-2](CC=C)(CC=C)Cl dichlorobis(allyl)palladium(II)